S1C2=C(C=C1C(=O)N1CCC3(CC1)CCC(CC3)N(C=3C1=C(N=CN3)NC=C1)C)C=CC=C2 Benzo[b]thiophen-2-yl{9-[methyl(7H-pyrrolo[2,3-d]pyrimidin-4-yl)amino]-3-azaspiro[5.5]undec-3-yl}methanon